C(=O)(O)CN(CC(NC)=O)CCN(CCN(CC(=O)O)CC(=O)NC)CC(=O)O 5,8-bis(carboxymethyl)-11-[2-(methylamino)-2-oxoethyl]-3-oxo-2,5,8,11-tetraazatridecane-13-oic acid